C(C)(C)(C)C=1C(=NN2C(=NN=CC21)C2=NOC(=C2)CO)OCC2=CC=C(C=N2)N2CCOCC2 (6-((3-tert-butyl-7-(5-(hydroxymethyl)isoxazol-3-yl)pyrazolo[1,5-d][1,2,4]triazin-2-yloxy)methyl)pyridin-3-yl)(morpholine)